ClC1=CC(=NC=N1)NC1=CC(=C2N(C1=O)C(NC2=O)(C)C)C 6-((6-chloropyrimidin-4-yl)amino)-3,3,8-trimethyl-2,3-dihydroimidazo[1,5-a]pyridine-1,5-dione